N-(bis(2,6-diethoxyphenyl)phosphanyl)-carbazole-9-carboxamide C(C)OC1=C(C(=CC=C1)OCC)P(NC(=O)N1C2=CC=CC=C2C=2C=CC=CC12)C1=C(C=CC=C1OCC)OCC